1-((2-(Trimethylsilyl)ethoxy)methyl)-1H-pyrazole-3-carbonitrile C[Si](CCOCN1N=C(C=C1)C#N)(C)C